(4-morpholino-1-(phenylthio)butan-2-ylamino)-3-nitrobenzenesulfonamide O1CCN(CC1)CCC(CSC1=CC=CC=C1)NC1=C(C=CC=C1[N+](=O)[O-])S(=O)(=O)N